COC(C1=CC=C(C=C1)NC1=NC(=CC=C1[N+](=O)[O-])N1CCOCC1)=O.C(#N)C1=CC=C(C=C1)C=1NC2=C(N1)C=CC=C2 2-(4-cyanophenyl)benzimidazole methyl-4-((6-morpholino-3-nitropyridin-2-yl)amino)benzoate